(R)-5-((3-(1-((2-chloro-6,7-dimethoxyquinazolin-4-yl)amino)ethyl)phenyl)amino)isoindoline-1-on ClC1=NC2=CC(=C(C=C2C(=N1)N[C@H](C)C=1C=C(C=CC1)NC=1C=C2CNC(C2=CC1)=O)OC)OC